FC(C(C(C(C(C(C(C(C(C(C(C(CCCCCC)(F)F)(F)F)(F)F)(F)F)(F)F)(F)F)(F)F)(F)F)(F)F)(F)F)(F)F)(F)F 1,1,1,2,2,3,3,4,4,5,5,6,6,7,7,8,8,9,9,10,10,11,11,12,12-pentacosafluorooctadecane